C(C)(C)(C)OC(=O)N1C(CCC(C1)COC=1C(=NC=CC1)C(F)(F)F)COC 2-(methoxymethyl)-5-(((2-(trifluoromethyl)pyridin-3-yl)oxy)methyl)piperidine-1-carboxylic acid Tertiary butyl ester